1-[4-(4-amino-thieno[2,3-d]pyrimidin-5-yl)-3-fluoro-phenyl]-3-(5-tert-butyl-2-p-tolyl-2H-pyrazol-3-yl)-urea NC=1C2=C(N=CN1)SC=C2C2=C(C=C(C=C2)NC(=O)NC=2N(N=C(C2)C(C)(C)C)C2=CC=C(C=C2)C)F